trans-3-((1H-tetrazol-5-yl)methyl)-N-(2-(difluoromethoxy)-6-methoxypyridin-3-yl)-1-(2-isopropylphenyl)cyclobutane-1-carboxamide N1N=NN=C1CC1CC(C1)(C(=O)NC=1C(=NC(=CC1)OC)OC(F)F)C1=C(C=CC=C1)C(C)C